1,4-bis(2-bromo-4-(tert-butyl)phenoxy)butane BrC1=C(OCCCCOC2=C(C=C(C=C2)C(C)(C)C)Br)C=CC(=C1)C(C)(C)C